C1(=CC=CC=C1)[C@H]1NCOC1 (R)-4-phenyl-oxazolidine